(5-aminoisoindolin-2-yl)(4,6-dihydroxy-2-methoxy-3-methylphenyl)methanone NC=1C=C2CN(CC2=CC1)C(=O)C1=C(C(=C(C=C1O)O)C)OC